1-pentafluoroethyl-1,2-benziodoxol-3(1H)-one FC(C(F)(F)F)(I1OC(C2=C1C=CC=C2)=O)F